COC([C@H](C[C@H]1C(NCCC1)=O)NC(=O)C1N(CC2(CCC2)C1)C(=O)OC(C)(C)C)=O tert-butyl 7-[[(1S)-2-methoxy-2-oxo-1-[[(3S)-2-oxo-3-piperidyl]methyl]ethyl] carbamoyl]-6-azaspiro[3.4]octane-6-carboxylate